OC(C)(C)C=1N=NN(C1)CC1CC2(C(NC3=CC=CC=C23)=O)CO1 5-((4-(2-Hydroxypropan-2-yl)-1H-1,2,3-triazol-1-yl)methyl)-4,5-dihydro-2H-spiro[furan-3,3'-indolin]-2'-one